6-{2,6-diazaspiro[3.3]heptan-2-yl}-N-(1H-indol-6-ylmethyl)pyrido[2,3-b]pyrazin C1N(CC12CNC2)C=2C=CC1=C(N=CCN1CC1=CC=C3C=CNC3=C1)N2